ClC=1C=C(C=CC1C#N)N(C(=O)C=1C=CC=2N(C1)C(=CN2)C=2C=CC(=NC2)NC(OC)=O)C methyl N-[5-[6-[(3-chloro-4-cyano-phenyl)-methyl-carbamoyl]imidazo[1,2-a]pyridin-3-yl]-2-pyridyl]carbamate